C(=O)(OC(C)(C)C)N1C(C2=CC(=CC(=C2C1)NC1=CC=C(C=C1)OC1=CC=CC=C1)Br)=O N-Boc-6-bromo-4-((4-phenoxyphenyl)amino)isoindolin-1-one